C1(CC1)C=1C(=C(OC=2C(=CC(=NC2)C)C2=NOC[C@H](N2)CC2=C(C=C(C=C2)Cl)Cl)C=CC1)F |r| (5RS)-3-[5-(3-cyclopropyl-2-fluorophenoxy)-2-methylpyridin-4-yl]-5-(2,4-dichlorobenzyl)-5,6-dihydro-4H-1,2,4-oxadiazine